CCCCCCCCCCCCCCCC/C=C\\OC[C@H](COP(=O)([O-])OCCNC(=O)CCCCCCCCCCCCCCC)O The molecule is a 1-(alk-1Z-enyl)-sn-glycero-3-phospho-(N-acyl)ethanolamine(1-) obtained by deprotonation of the phosphate OH group of 1-O-(1Z-octadecenyl)-sn-glycero-3-phospho-(N-hexadecanoyl)ethanolamine; major species at pH 7.3. It derives from a N-hexadecanoyl-1-[(1Z)-octadecenoyl]-2-oleoyl-sn-glycero-3-phosphoethanolamine(1-). It is a conjugate base of a 1-(1Z-octadecenyl)-sn-glycero-3-phospho-(N-hexadecanoyl)ethanolamine.